[(2R)-7-Cyano-6-nitro-2,3-dihydro-1,4-benzodioxin-2-yl]methyl acetate C(C)(=O)OC[C@H]1COC2=C(O1)C=C(C(=C2)[N+](=O)[O-])C#N